2,2,2-Trifluoroethyl (2-chloroacetyl)-L-tryptophanate ClCC(=O)N[C@@H](CC1=CNC2=CC=CC=C12)C(=O)OCC(F)(F)F